C(C)(C)(C)OC(=O)N1C2CN(CC1CC2)C=2C1=C(N=C(N2)OCC(CO)(C)C)C(=C(N=C1)Cl)F 3-(7-chloro-8-fluoro-2-(3-hydroxy-2,2-dimethylpropoxy)pyrido[4,3-d]pyrimidin-4-yl)-3,8-diazabicyclo[3.2.1]octane-8-carboxylic acid tert-butyl ester